(4-(1-cyano-2-(4-(diphenylamino) phenyl) vinyl) phenyl)-phenylthiocarbonate C(#N)C(=CC1=CC=C(C=C1)N(C1=CC=CC=C1)C1=CC=CC=C1)C1=CC=C(C=C1)S(=C([O-])[O-])C1=CC=CC=C1